(4'-fluorospiro[cyclopentane-1,3'-indolin]-1'-yl)(4-(hydroxymethyl)phenyl)methanone FC1=C2C3(CN(C2=CC=C1)C(=O)C1=CC=C(C=C1)CO)CCCC3